Cl.CN1C(=NC2=C1C=CC=C2)CN(CCCCN)C2CCCC=1C=CC=NC21 N1-(1-Methyl-1H-benzoimidazol-2-ylmethyl)-N1-(S)-(5,6,7,8-tetrahydro-quinolin-8-yl)-butane-1,4-diamine Hydrochloride Salt